ClC1=C(C(=CC=C1)Cl)N1C=2N(C3=C(C1=O)C=NC(=N3)NC3=CC(=C1C4(CN(CC1=C3)C)CC4)Cl)CCN2 6-(2,6-dichlorophenyl)-2-((5'-chloro-2'-methyl-2',3'-dihydro-1'H-spiro(cyclopropane-1,4'-isoquinolin)-7'-yl)amino)-8,9-dihydroimidazo[1,2-a]pyrimido[5,4-e]pyrimidin-5(6H)-one